OC1=C(C=C(C=C1C(C)(C)C)NC1=NC(=NC(=N1)SCCCCCCCC)SCCCCCCCC)C(C)(C)C 2-(4-hydroxy-3,5-di-tert-butylphenylamino)-4,6-bis(n-octylthio)-1,3,5-triazine